(S)-2-(4-(5-chloro-2-(4-chloro-1H-1,2,3-triazol-1-yl)phenyl)-5-methoxy-2-oxopyridin-1(2H)-yl)-N-(4-(dimethylphosphoryl)phenyl)-3-phenylpropionamide ClC=1C=CC(=C(C1)C1=CC(N(C=C1OC)[C@H](C(=O)NC1=CC=C(C=C1)P(=O)(C)C)CC1=CC=CC=C1)=O)N1N=NC(=C1)Cl